FC=1C(=C(C=CC1F)[C@H]1[C@@H](O[C@]([C@H]1C)(C(F)(F)F)C)C(=O)NC1=CC(=NC=C1)C(=O)N)OC(C)C (2R,3S,4S,5R)-4-[[3-(3,4-Difluoro-2-isopropoxy-phenyl)-4,5-dimethyl-5-(trifluoromethyl)tetrahydrofuran-2-carbonyl]amino]pyridin-2-carboxamid